FC=1C=C(C=CC1C1=NOC(=N1)C(F)(F)F)CN(C(=O)C1CCS(CC1)(=O)=O)C1=CC(=CC=C1)C(F)(F)F N-({3-fluoro-4-[5-(trifluoromethyl)-1,2,4-oxadiazol-3-yl]phenyl}methyl)-1,1-dioxo-N-[3-(trifluoromethyl)phenyl]-1lambda~6~-thiane-4-carboxamide